3-[2-hydroxy-4-oxo-7-(trimethoxysilyl)heptylamino]-5-(m-pyridylmethylthio)-4H-1,2,4-triazole OC(CNC1=NN=C(N1)SCC=1C=NC=CC1)CC(CCC[Si](OC)(OC)OC)=O